2,6-dicyanoanthraquinone C(#N)C1=CC=2C(C3=CC=C(C=C3C(C2C=C1)=O)C#N)=O